5,5-dimethylpyridine-N-oxide CC1(CC=C[N+](=C1)[O-])C